(3-amino-6-((trans)-2-fluorocyclopropyl)-1H-pyrazolo[3,4-b]pyridin-1-yl)(2-methoxyphenyl)methanone NC1=NN(C2=NC(=CC=C21)[C@H]2[C@@H](C2)F)C(=O)C2=C(C=CC=C2)OC